FC=1C=C2[C@@H]([C@@H](COC2=CC1F)C)CS(=O)(=O)N |o1:4,5| ((3S*,4R*)-6,7-difluoro-3-methylchroman-4-yl)methanesulfonamide